(R)-2-(2-(2-methoxybenzyl)piperidin-1-yl)-6-morpholinopyrimidin-4(3H)-one COC1=C(C[C@@H]2N(CCCC2)C2=NC(=CC(N2)=O)N2CCOCC2)C=CC=C1